(E)-N-(2,6-dimethylphenyl)-3-(1H-indazol-6-yl)acrylamide CC1=C(C(=CC=C1)C)NC(\C=C\C1=CC=C2C=NNC2=C1)=O